(2-methoxyethyl)-N-(2,2,2-trifluoroethyl)piperidin-4-ylamine trifluoroacetate FC(C(=O)O)(F)F.COCCN(CC(F)(F)F)C1CCNCC1